FC=1C=2N(C=CC1)N=C(C2)[C@@H]2N(CCC1=C2N=CN1)C=1N=CC(=NC1)C(=O)NC1(CC1)C (R)-5-(4-(4-fluoropyrazolo[1,5-a]pyridin-2-yl)-1,4,6,7-tetrahydro-5H-imidazo[4,5-c]pyridin-5-yl)-N-(1-methylcyclopropyl)pyrazine-2-carboxamide